COCCCN1N=C(C(=C1)[N+](=O)[O-])C(F)(F)F 1-(3-methoxypropyl)-4-nitro-3-(trifluoromethyl)-1H-pyrazole